N-(3-aminopropyl)morpholine hydrochloride Cl.NCCCN1CCOCC1